(S)-2-methyl-6-(6-(piperidin-1-yl)-1H-benzo[d]imidazol-2-yl)-7-((1-(pyrimidin-2-yl)ethyl)amino)-2H-pyrazolo[4,3-b]pyridin-5(4H)-one CN1N=C2C(NC(C(=C2N[C@@H](C)C2=NC=CC=N2)C2=NC3=C(N2)C=C(C=C3)N3CCCCC3)=O)=C1